[18F]C1=C(C[C@H](N)C(=O)O)C=CC(=C1)B(O)O 2-[18F]FLUORO-4-BORONOPHENYLALANINE